O1C(=NC=C1)C1=CC=C(C(=O)O)C=C1 4-(oxazol-2-yl)benzoic acid